e-azidolysine N[C@@H](CCCCN=[N+]=[N-])C(=O)O